trans-5-(2-([2,2'-bipyrimidin]-5-yl)cyclopropyl)-2-fluoro-N,N-dimethylaniline N1=C(N=CC(=C1)[C@H]1[C@@H](C1)C=1C=CC(=C(N(C)C)C1)F)C1=NC=CC=N1